6-[[5-(trifluoromethyl)-2-pyridyl]methyl]-2-azaspiro[3.4]octane FC(C=1C=CC(=NC1)CC1CC2(CNC2)CC1)(F)F